ClC1=C(C=CC=2C3=C(NC12)CCN(C3C)C(=O)NO)Cl 6,7-dichloro-N-hydroxy-1-methyl-1,3,4,5-tetrahydro-2H-pyrido[4,3-b]indole-2-carboxamide